(5-(((1s,4s)-4-(1H-imidazol-1-yl)cyclohexyl)oxy)-3-(1-methyl-1H-pyrazol-4-yl)-1,6-naphthyridin-7-yl)morpholine N1(C=NC=C1)C1CCC(CC1)OC1=C2C=C(C=NC2=CC(=N1)N1CCOCC1)C=1C=NN(C1)C